FC1CN2CC(CC2C1)CN 6-fluorohexahydro-1H-pyrrolizin-2-ylmethanamine